6-chloro-2-methylpyridine-3-sulfonamide ClC1=CC=C(C(=N1)C)S(=O)(=O)N